3-[3-(2-{5-[(1R,4R,7R)-7-amino-2-azabicyclo[2.2.1]heptane-2-carbonyl]-7-methoxy-1-methyl-1H-1,3-benzodiazol-2-yl}-1-(cyclopropylmethyl)-1H-indol-7-yl)azetidin-1-yl]-3-oxopropanenitrile N[C@H]1[C@@H]2N(C[C@H]1CC2)C(=O)C2=CC1=C(N(C(=N1)C=1N(C3=C(C=CC=C3C1)C1CN(C1)C(CC#N)=O)CC1CC1)C)C(=C2)OC